C(C)(C)(C)OC(=O)N1[C@@H]2C3=C(C[C@H](C1)C2)C=NC(=N3)OS(=O)(=O)C(F)(F)F (6S,9S)-2-(((trifluoromethyl)sulfonyl)oxy)-5,6,7,9-tetrahydro-8H-6,9-methanopyrimido[4,5-c]azepine-8-carboxylic acid tert-butyl ester